ethyl Nα-(L-phenylalanyl)-1-methyl-D-tryptophanate hydrochloride Cl.N[C@@H](CC1=CC=CC=C1)C(=O)N[C@H](CC1=CN(C2=CC=CC=C12)C)C(=O)OCC